FC=1C(=NC(=CC1C=1C=C(C=CC1C)NC(=O)N1C[C@@H](CC1)CC(F)(F)F)N[C@@H](CO)C)N1CCOCC1 (S)-N-(3-(3-fluoro-6-(((R)-1-hydroxypropan-2-yl)amino)-2-morpholinopyridin-4-yl)-4-methylphenyl)-3-(2,2,2-trifluoroethyl)pyrrolidine-1-carboxamide